N-(methoxycarbonyl)-3-methyl-L-valyl-(4R)-4-(trifluoromethyl)-L-prolyl-3-[(3S)-2-oxo(5,5-2H2)pyrrolidin-3-yl]-L-alaninamide COC(=O)N[C@@H](C(C)(C)C)C(=O)N1[C@@H](C[C@H](C1)C(F)(F)F)C(=O)N[C@@H](C[C@H]1C(NC(C1)([2H])[2H])=O)C(=O)N